lithium-Nickel [Ni].[Li]